ClC1=C(OCC2=CC=C(O2)CN2CCN(CC2)C(=O)C=2C=NC(=CC2)C2=NN=NN2)C=CC(=C1)Cl 1-({5-[(2,4-dichlorophenoxy)methyl]furan-2-yl}methyl)-4-[6-(1H-1,2,3,4-tetrazol-5-yl)pyridine-3-carbonyl]piperazine